N-caffeoylserotonin O=C(/C=C/C1C=CC(O)=C(O)C=1)NCCC1=CNC2C=CC(O)=CC1=2